FC1(CCC2=C1N=C(N=C2N2CC1(C2)CC(C1)C(=O)OC)S(=O)(=O)C)F Methyl 2-(7,7-difluoro-2-(methylsulfonyl)-6,7-dihydro-5H-cyclopenta[d]pyrimidin-4-yl)-2-azaspiro[3.3]heptane-6-carboxylate